2-Ethyl 5-(3-formylphenoxy)-1H-1,2,3-triazole-4-carboxylate C(=O)C=1C=C(OC2=C(N=NN2)C(=O)OCC)C=CC1